3-((2-acetamidothiazol-5-yl)ethynyl)-4-methyl-N-(4-(trifluoromethyl)pyridin-2-yl)benzamide C(C)(=O)NC=1SC(=CN1)C#CC=1C=C(C(=O)NC2=NC=CC(=C2)C(F)(F)F)C=CC1C